C(CC)[SiH2]C(O[Si](C)(C)C)O[Si](C)(C)C propyl-bis(trimethylsiloxy)methylsilan